ClC=1C=NC(=C2C(C=C(N(C12)C1=C(C=C(C=C1Cl)OCCO)Cl)C)=O)CC(C)S(=O)(=O)C 8-chloro-1-(2,6-dichloro-4-(2-hydroxyethoxy)phenyl)-2-methyl-5-(2-(methylsulfonyl)propyl)-1,6-naphthyridin-4(1H)-one